O1COC2=C1C=CC=C2CNCC2=CC(=NC=C2)N2C(CCCC2)C N-(1,3-Benzodioxol-4-ylmethyl)-1-[2-(2-methyl-1-piperidinyl)-4-pyridinyl]methylamine